ClC1=C(C(=CC=C1)Cl)NC(=O)C=1C(=NC(=NC1)NC=1C=NC(=CC1)C1CCN(CC1)C)OC N-(2,6-dichlorophenyl)-4-methoxy-2-((6-(1-methylpiperidin-4-yl)pyridin-3-yl)amino)pyrimidine-5-carboxamide